CC1=CC=C(C=N1)C1=C(C=C(C=C1)C1=NNC(OC1)=O)OC(F)(F)F 5-[4-(6-methylpyridin-3-yl)-3-(trifluoromethoxy)phenyl]-3,6-dihydro-2H-1,3,4-oxadiazin-2-one